N-(2-(6-bromo-3-oxo-1,2,3,4-tetrahydroquinoxaline-1-carbonyl)phenyl)-N-methylmethanesulfonamide BrC=1C=C2NC(CN(C2=CC1)C(=O)C1=C(C=CC=C1)N(S(=O)(=O)C)C)=O